9-(3-(([1,1'-biphenyl]-4-yl-2',3',4',5',6'-d5)selanyl)-4-bromophenyl)-3-(phenyl-d5)-9H-carbazole-1,2,4,5,6,7-d6 C1(=CC=C(C=C1)[Se]C=1C=C(C=CC1Br)N1C=2C=C(C(=C(C2C2=C(C(=C(C(=C12)[2H])[2H])C1=C(C(=C(C(=C1[2H])[2H])[2H])[2H])[2H])[2H])[2H])[2H])[2H])C1=C(C(=C(C(=C1[2H])[2H])[2H])[2H])[2H]